oxazolineOne O1C(N=CC1)=O